C(=C)OCC1(CCCCC1)O (vinyloxymethyl)cyclohexanol